[K+].CC=1C=C2C=CC(=CN2C1C(=O)[O-])OCC1=NC=CN=C1 2-methyl-6-(pyrazin-2-ylmethoxy)indolizine-3-carboxylic acid potassium salt